tert-butyl 6-[3-thiocarbamoyl-4-(4-fluoro-2-methoxy-phenyl)-6,7-dihydro-5H-cyclopenta[c]pyridin-1-yl]-3,4-dihydro-1H-isoquinoline-2-carboxylate C(N)(=S)C1=C(C2=C(C(=N1)C=1C=C3CCN(CC3=CC1)C(=O)OC(C)(C)C)CCC2)C2=C(C=C(C=C2)F)OC